2-(3-(4-((1H-indazol-5-yl)amino)-6-(4-methylpiperazin-1-yl)pyrimidin-2-yl)phenoxy)-N-isopropylacetamide TFA salt OC(=O)C(F)(F)F.N1N=CC2=CC(=CC=C12)NC1=NC(=NC(=C1)N1CCN(CC1)C)C=1C=C(OCC(=O)NC(C)C)C=CC1